BrC=1C(=CC=2C3=C(N=NC2C1)CCC3C)Cl 7-bromo-8-chloro-1-methyl-2,3-dihydro-1H-cyclopenta[c]cinnoline